C12COCC(CC1)N2C=2SC(=C(N2)C=2C(=C(C=CC2)C2N(CC1=C(C=CC=C21)OC)S(=O)(=O)N)F)C2=NC(=NC=C2)SC (3-(2-(3-oxa-8-azabicyclo[3.2.1]oct-8-yl)-5-(2-(methylthio)pyrimidin-4-yl)thiazol-4-yl)-2-fluorophenyl)-4-methoxyisoindoline-2-sulfonamide